COC=1C=CC2=C(CCCNC2)C1 7-methoxy-2,3,4,5-tetrahydro-2-benzazepine